5-chloro-6-cyclobutyl-2-((2r,6s)-2-methyl-6-(trifluoromethyl)morpholino)-N-(2-sulfamoylpyridin-4-yl)nicotinamide ClC=1C(=NC(=C(C(=O)NC2=CC(=NC=C2)S(N)(=O)=O)C1)N1C[C@H](O[C@@H](C1)C(F)(F)F)C)C1CCC1